CC(C)(C)NC1=NC(=NC(=N1)SC)NC(C)(C)C The molecule is a diamine. It has a role as an antifouling biocide and a metabolite. It derives from a hydride of a 1,3,5-triazine.